P(=O)(O)(O)OC(C(C)(C(O)Br)C)Br dibromo-neopentyl glycol phosphate